Cl.O1C(=NC2=C1C=CC=C2)CN benzo[d]oxazol-2-ylmethylamine hydrochloride